hydroxyguaiacol OC1=C(C(=CC=C1)OC)O